CN1CCN(CC1)CCN1C(C=2N(CCC13CC3)N=C3C2CN(CC3)C(=O)OC(C)(C)C)=O tert-butyl 10'-(2-(4-methylpiperazin-1-yl)ethyl)-11'-oxo-3',4',7',8',10',11'-hexahydrospiro[cyclopropane-1,9'-pyrido[4',3':3,4]pyrazolo[1,5-a][1,4]diazepine]-2'(1'H)-carboxylate